(S)-4-(8-amino-3-(pyrrol-2-yl)imidazo[1,5-a]pyrazin-1-yl)-N-(pyridin-2-yl)benzamide NC=1C=2N(C=CN1)C(=NC2C2=CC=C(C(=O)NC1=NC=CC=C1)C=C2)C=2NC=CC2